CC1=C(OC=2C=C3C=NN(C3=CC2C=2C3=C(C(N(C2)C)=O)NC(=C3)C(=O)NCC)CC)C(=CC=C1)C 4-(5-(2,6-dimethylphenoxy)-1-ethyl-1H-indazol-6-yl)-N-ethyl-6-methyl-7-oxo-6,7-dihydro-1H-pyrrolo[2,3-c]pyridine-2-carboxamide